2-Fluoro-4'-(((cis-4-hydroxy-4-methylcyclohexyl)methyl)sulfonyl)-3'-(trifluoromethyl)-[1,1'-biphenyl]-4-carbonitrile FC1=C(C=CC(=C1)C#N)C1=CC(=C(C=C1)S(=O)(=O)CC1CCC(CC1)(C)O)C(F)(F)F